(1S,2R)-7-chloro-2-hydroxy-2,3-dihydro-1H-inden-1-yl carbamate C(N)(O[C@@H]1[C@@H](CC2=CC=CC(=C12)Cl)O)=O